N-cyclohexyl-1-ethyl-6-({[2-(trifluoromethyl)phenyl]carbonyl}amino)-1H-benzoimidazole-4-carboxamide C1(CCCCC1)NC(=O)C1=CC(=CC=2N(C=NC21)CC)NC(=O)C2=C(C=CC=C2)C(F)(F)F